styrene-Traumatic acid C(=CC1=CC=CC=C1)C(CCCCCCC/C=C/C(=O)O)C(=O)O